NC1=C(C=C(C=C1C(F)(F)F)C(F)(F)F)C(N)=S 2-amino-3,5-bis(trifluoromethyl)benzenethiocarbamide